FC1=C(C(=C(C=C1OC)OC)F)N1C(N(C2=C(C1)C=NC(=C2)C=2C(=NN(C2)C)C)CC=2C=NC=NC2)=O 3-(2,6-difluoro-3,5-dimethoxyphenyl)-7-(1,3-dimethyl-1H-pyrazol-4-yl)-1-(pyrimidin-5-ylmethyl)-3,4-dihydropyrido[4,3-d]pyrimidin-2(1H)-one